C(#N)C1=NC=CC(=C1)C1=CN=C(O1)C(=O)N1[C@@H]2[C@H](CC1)[C@H](N(C2)C(=O)OC(C)(C)C)C |r| rac-tert-butyl (3aR,4R,6aR)-1-(5-(2-cyanopyridin-4-yl)oxazole-2-carbonyl)-4-methylhexahydropyrrolo[3,4-b]pyrrole-5(1H)-carboxylate